O1CCC(CC1)NC=1C2=C(N=C(N1)N1C[C@H]3N(C4=C(OC3)C=C(C=N4)C(F)(F)F)CC1)CC[S@]2=O (R)-4-((tetrahydro-2H-pyran-4-yl)amino)-2-((R)-3-(trifluoromethyl)-6a,7,9,10-tetrahydropyrazino[1,2-d]pyrido[3,2-b][1,4]oxazin-8(6H)-yl)-6,7-dihydrothieno[3,2-d]pyrimidine 5-oxide